1-(difluoromethyl)cyclopropane-1-Amine hydrochloride Cl.FC(C1(CC1)N)F